O1CCN(CC1)C=1C=CC=NC1 5-morpholinopyridin